Tetrafluoro-2-heptafluoropropoxy-13C3-propanoic acid FC(C(C(=O)O)(O[13C]([13C]([13C](F)(F)F)(F)F)(F)F)F)(F)F